(3S)-7-bromo-6-chloro-5-(2,6-difluorophenyl)-3-methyl-1,3-dihydro-1,4-benzodiazepine BrC=1C=CC2=C(C(=N[C@H](CN2)C)C2=C(C=CC=C2F)F)C1Cl